1,2,4,5-tetrakispropylthiobenzene C(CC)SC1=C(C=C(C(=C1)SCCC)SCCC)SCCC